1,23-tricosanedioic acid C(CCCCCCCCCCCCCCCCCCCCCC(=O)O)(=O)O